bis((5-fluoropyridin-3-yl)methyl)-[3,3'-bipyridazine]-6,6'(1H,1'H)-dione FC=1C=C(C=NC1)CN1N=C(C=CC1=O)C1=NN(C(C=C1)=O)CC=1C=NC=C(C1)F